N=1C=NN2C1C=C(C=C2)OC2=CC(=C(C=C2C)NC2=NC=NC1=CC(=C(C=C21)NC(C#CC)=O)OC)OC N-(4-((4-([1,2,4]triazolo[1,5-a]pyridin-7-yloxy)-2-methoxy-5-methylphenyl)amino)-7-methoxyquinazolin-6-yl)but-2-ynamide